N1=CN=C(C2=C1C=CS2)NCCCN2C(CCC2)=O 1-(3-(thieno[3,2-d]pyrimidin-4-ylamino)propyl)pyrrolidin-2-one